4-(4'-((R)-3-amino-2-hydroxypropoxy)-[1,1'-biphenyl]-4-yl)-4-fluoro-2-(2-((S)-1-hydroxyethyl)-1H-imidazol-1-yl)but-3-en-1-ol 3,4-dihydro-2H-pyran-3,4-diyldiacetate O1CC(C(C=C1)CC(=O)O)CC(=O)O.NC[C@H](COC1=CC=C(C=C1)C1=CC=C(C=C1)C(=CC(CO)N1C(=NC=C1)[C@H](C)O)F)O